2,4,7-trichloro-8-fluoro-1,6-naphthyridine-3-carbonitrile ClC1=NC2=C(C(=NC=C2C(=C1C#N)Cl)Cl)F